5-Bromo-6-(3-bromo-1-(3-chloropyridin-2-yl)-1H-pyrazol-5-carboxamido)-N-methoxypyrazolo[1,5-a]pyridin-7-carboxamid BrC1=CC=2N(C(=C1NC(=O)C1=CC(=NN1C1=NC=CC=C1Cl)Br)C(=O)NOC)N=CC2